1-[5-[2-[tert-butyl(dimethyl)silyl]ethynyl]-4-(cyclopentylamino)-2-pyridyl]pyrazolo[3,4-b]pyridine-5-carbonitrile [Si](C)(C)(C(C)(C)C)C#CC=1C(=CC(=NC1)N1N=CC=2C1=NC=C(C2)C#N)NC2CCCC2